C(C)C=1C(NC=2C=C(C=NC2C1)CC1=C(C(=NC(=C1)C(=O)NC)F)C=1C(CNCC1)C)=O ((7-ethyl-6-oxo-5,6-dihydro-1,5-naphthyridin-3-yl)methyl)-2-fluoro-N,3'-dimethyl-1',2',3',6'-tetrahydro-[3,4'-bipyridine]-6-carboxamide